Cl.Cl.FC(C1=C(C=CC(=N1)C(=O)NC)N1CCNCC1)F 6-(difluoromethyl)-N-methyl-5-piperazin-1-yl-pyridine-2-carboxamide 2HCl